2-chloro-N-methyl-5-(pyrazolo[1,5-a]pyrimidin-5-yl)-7H-pyrrolo[2,3-d]pyrimidin-4-amine ClC=1N=C(C2=C(N1)NC=C2C2=NC=1N(C=C2)N=CC1)NC